3-(6-(1H-pyrazol-5-yl)-1H-benzo[d]imidazol-2-yl)-3-fluoropiperidine-1-carbonitrile N1N=CC=C1C=1C=CC2=C(NC(=N2)C2(CN(CCC2)C#N)F)C1